4,4'-(1-phenylethylidene)bis[2-phenylphenol] C1(=CC=CC=C1)C(C)(C1=CC(=C(C=C1)O)C1=CC=CC=C1)C1=CC(=C(C=C1)O)C1=CC=CC=C1